isophthalic acid (isohexyl) (isononyl) ester C(CCCCCC(C)C)OC(C=1C=C(C(=O)OCCCC(C)C)C=CC1)=O